NC=1C2=C(N=CN1)C(=C(N2C2=CC(=C(C=C2)OC2=NC=CC(=N2)C)F)C2=C(C(=C(C=C2)NC(C=C)=O)C)F)C N-(4-(4-amino-5-(3-fluoro-4-((4-methylpyrimidin-2-yl)oxy)phenyl)-7-methyl-5H-pyrrolo[3,2-d]pyrimidin-6-yl)-3-fluoro-2-methylphenyl)acrylamide